6-((1S)-1-(3-azabicyclo[3.1.0]hexan-3-yl)ethyl)-2-(3-(3-((4-methyl-4H-1,2,4-triazol-3-yl)methyl)oxetan-3-yl)phenyl)-4-(trifluoromethyl)isoindolin-1-one C12CN(CC2C1)[C@@H](C)C1=CC(=C2CN(C(C2=C1)=O)C1=CC(=CC=C1)C1(COC1)CC1=NN=CN1C)C(F)(F)F